tert-butyl (1-(2,6-dimethoxy-4-(2-methyl-1-oxo-1,2-dihydro-2,7-naphthyridin-4-yl)benzyl)azetidin-3-yl)(methyl)carbamate COC1=C(CN2CC(C2)N(C(OC(C)(C)C)=O)C)C(=CC(=C1)C1=CN(C(C2=CN=CC=C12)=O)C)OC